1-(methyl-d3)-1H-indazol-6-amine C(N1N=CC2=CC=C(C=C12)N)([2H])([2H])[2H]